5-(2-chloro-5-(isobutyrylaminomethyl)benzoylamino)-N-(3-(trifluoromethoxy)phenyl)-1-(ethoxymethyl)-1H-indole-2-carboxamide ClC1=C(C(=O)NC=2C=C3C=C(N(C3=CC2)COCC)C(=O)NC2=CC(=CC=C2)OC(F)(F)F)C=C(C=C1)CNC(C(C)C)=O